2-(4,4-difluoroazepan-1-yl)-5,6,7,8,9,10-hexahydrocycloocta[b]pyridine-3-carboxylic acid FC1(CCN(CCC1)C1=C(C=C2C(=N1)CCCCCC2)C(=O)O)F